C1=CC=C(C=C1)C(=O)C=CC2=CC=CC=C2Cl chlorochalcone